N-(3-(methylsulfanyl)-[1,2,4]triazolo[4,3-a]pyridin-6-yl)-2-nitro-4-(trifluoromethyl)benzamide CSC1=NN=C2N1C=C(C=C2)NC(C2=C(C=C(C=C2)C(F)(F)F)[N+](=O)[O-])=O